((tert-butyldimethylsilyl)oxy)naphthalen-2-ol [Si](C)(C)(C(C)(C)C)OC1=C(C=CC2=CC=CC=C12)O